OC(C=1C=C(C=CC1)NC(=O)C=1N(N=C(C1)C(F)(F)F)C1=CC(=CC=C1)C#N)C1=C(C=CC2=CC=CC=C12)OC 2-(3-Cyanophenyl)-5-trifluoromethyl-2H-pyrazole-3-carboxylic acid {3-[hydroxy-(2-methoxy-naphthalen-1-yl)-methyl]-phenyl}-amide